N1(CC(CC(C1)C(=O)OC)C(=O)OC)C(=O)OC(C)(C)C 1-(tert-butyl) 3,5-dimethyl piperidine-1,3,5-tricarboxylate